(±)-tert-butyl N-[6-[4-[2-[tert-butyl(dimethyl)silyl]oxyethyl]-3-pyridyl]-3-[[trans-2-cyano cyclopropanecarbonyl]amino]-8-isoquinolyl]carbamate [Si](C)(C)(C(C)(C)C)OCCC1=C(C=NC=C1)C=1C=C2C=C(N=CC2=C(C1)NC(OC(C)(C)C)=O)NC(=O)[C@H]1[C@@H](C1)C#N |r|